C(C)NC(=O)C=1C=C(C=C(C1)B(O)O)F 5-(ETHYLCARBAMOYL)-3-FLUOROPHENYLBORONIC ACID